COC(=O)C=1C(=CC=C2C(=CC=NC12)NC(=O)OC(C)(C)C)C=1C=NN(C1C)CC12CC3CC(CC(C1)C3)C2 7-(1-(adamantan-1-ylmethyl)-5-methyl-1H-pyrazol-4-yl)-4-((tert-butoxycarbonyl)amino)quinoline-8-carboxylic acid methyl ester